C(N1C(N=C(N=C1C1=C(C=C(C=C1)OCC(COCCCC)O)O)C1=C(C=C(C=C1)C)C)C1=C(C=C(C=C1)C)C)N1C(N=C(N=C1C1=C(C=C(C=C1)OCC(COCCCC)O)O)C1=C(C=C(C=C1)C)C)C1=C(C=C(C=C1)C)C methylenebis-{2,4-bis(2,4-dimethylphenyl)-6-[2-hydroxy-4-(3-butyloxy-2-hydroxypropoxy)-phenyl]-s-triazine}